N-[1-[(2R,4S,5R)-4-benzyloxy-5-(benzyloxymethyl)-5-cyano-tetrahydrofuran-2-yl]-5-fluoro-2-oxo-pyrimidin-4-yl]benzamide C(C1=CC=CC=C1)O[C@H]1C[C@@H](O[C@]1(C#N)COCC1=CC=CC=C1)N1C(N=C(C(=C1)F)NC(C1=CC=CC=C1)=O)=O